The molecule is an aryl phosphate resulting from the mono-esterification of phosphoric acid with phenol. It has a role as a mouse metabolite. C1=CC=C(C=C1)OP(=O)(O)O